CC1C(CCCC1)O 2-methylcyclohexane-1-ol